N1C=C(C2=CC=CC=C12)NC(=O)N1CC2=C(C=CC=C2CC1)C(=O)OC methyl 2-((1H-indol-3-yl) carbamoyl)-1,2,3,4-tetrahydroisoquinoline-8-carboxylate